methyl 5-(3-acetamido-1-methyl-pyrazol-4-yl)-6-chloro-pyridine-3-carboxylate C(C)(=O)NC1=NN(C=C1C=1C=C(C=NC1Cl)C(=O)OC)C